2-[[5-(4-chloro-2-fluoro-phenyl)-3-methyl-triazol-4-yl]methyl]-5-(5-oxa-2-azaspiro[3.4]octan-2-yl)pyridazin-3-one ClC1=CC(=C(C=C1)C1=C(N(N=N1)C)CN1N=CC(=CC1=O)N1CC2(C1)OCCC2)F